FC(C(=O)O)(F)F.NCC1=CC=C(S1)S(=O)(=O)CC1N(CC(C1)C1=CC=C(C=C1)F)S(=O)(=O)N1CCS(CC1)(=O)=O 4-((2-(((5-(Aminomethyl)thiophen-2-yl)sulfonyl)methyl)-4-(4-fluorophenyl)pyrrolidin-1-yl)sulfonyl)thiomorpholine 1,1-dioxide 2,2,2-trifluoroacetate